C1(CC1)C=1NC(=NN1)C1CC2(CN(C2)C(=O)N2CCN(CC2)C(=O)C2=CC=C(C=C2)NC)C1 [4-[6-(5-cyclopropyl-4H-1,2,4-triazol-3-yl)-2-azaspiro[3.3]heptane-2-carbonyl]piperazino]-[4-(methylamino)phenyl]methanone